3-{4-[(1s,4r,5r)-5-{[5-cyclopropyl-3-(2,6-dichlorophenyl)-1,2-oxazol-4-yl]methoxy}-3-oxo-2-azabicyclo[2.2.1]heptan-2-yl]-3-fluorophenyl}propanoic acid C1(CC1)C1=C(C(=NO1)C1=C(C=CC=C1Cl)Cl)CO[C@H]1[C@@H]2C(N([C@H](C1)C2)C2=C(C=C(C=C2)CCC(=O)O)F)=O